COC1=C(C=C(COCC(C)N2CC(=C3N2C2=C(C=N3)CCN2)C(=O)N)C=C1)[N+](=O)[O-] 1-(((4-methoxy-3-nitrobenzyl)oxy)propan-2-yl)-7,8-dihydro-6H-pyrazolo[1,5-a]pyrrolo[3,2-e]pyrimidine-3-carboxamide